1,5-Diethyl (2S)-2-[(5-amino-6-phenoxypyridin-2-yl)formamido]pentanedioate NC=1C=CC(=NC1OC1=CC=CC=C1)C(=O)N[C@H](C(=O)OCC)CCC(=O)OCC